FC(C(=O)O)(F)F.ClC=1C=C2C=CN(C2=C(C1)C1=C2C(=NC=C1)C=C(S2)CN2C(C=1C=NC=CC1C2=O)=O)CC2(CCNCC2)F 2-((7-(5-chloro-1-((4-fluoropiperidin-4-yl)methyl)-1H-indol-7-yl)thieno[3,2-b]pyridin-2-yl)methyl)-1H-pyrrolo[3,4-c]pyridin-1,3(2H)-dione trifluoroacetate